C(COCC(=O)[O-])(=O)[O-].[Fe+2] ferrous diglycolate